BrC=1C2=C(SC1C(F)(F)P(=O)(OCC)OCC)C(=CC=C2)C(=O)O 3-bromo-2-((diethoxyphosphoryl)difluoromethyl)benzo[b]thiophene-7-carboxylic acid